ClC1=CC2=C(N=C(N=C2)NC2=C(C=C(C=C2)S(=O)(=O)CC2CN(C2)C2CCN(CC2)C(=O)OC(C)(C)C)C)N(C1=O)C(C)C Tert-butyl 4-[3-[[4-[(6-chloro-8-isopropyl-7-oxo-pyrido[2,3-d]pyrimidin-2-yl)amino]-3-methyl-phenyl] sulfonylmethyl] azetidin-1-yl]piperidine-1-carboxylate